tert-butyl (R)-((3-(6-cyano-3-(4,4-difluoroazepan-1-yl)-5-methylpyridazine-4-carboxamido)phenyl)(methyl)(oxo)-λ6-sulfaneylidene)carbamate C(#N)C1=C(C(=C(N=N1)N1CCC(CCC1)(F)F)C(=O)NC=1C=C(C=CC1)[S@](=O)(C)=NC(OC(C)(C)C)=O)C